ClC1=C(C=CC=C1)[C@H]1[C@H](CN(C1)CC(C)(F)F)C(=O)O (3R,4R)-4-(2-chlorophenyl)-1-(2,2-difluoropropyl)pyrrolidine-3-carboxylic acid